methyl (S)-2-((3-((6-((4-cyano-2-fluorobenzyl) oxy) pyridin-2-yl) oxy) azetidin-1-yl) methyl)-1-(oxetan-2-ylmethyl)-1H-benzo[d]imidazole-6-carboxylate C(#N)C1=CC(=C(COC2=CC=CC(=N2)OC2CN(C2)CC2=NC3=C(N2C[C@H]2OCC2)C=C(C=C3)C(=O)OC)C=C1)F